methylchlorosilane C[SiH2]Cl